4-[3-(4-chlorophenyl)-2,1-benzisoxazol-5-yl]pyrimidin ClC1=CC=C(C=C1)C=1ON=C2C1C=C(C=C2)C2=NC=NC=C2